dl-1-(2,5-dichloropyrimidin-4-yl)-3-nitro-1H-indole ClC1=NC=C(C(=N1)N1C=C(C2=CC=CC=C12)[N+](=O)[O-])Cl